[SiH3]O[Ti] siloxytitanium